2-{[7-fluoro-6-(tetrahydropyran-4-yl)benzimidazol-1-yl]methoxy}ethyl-(trimethyl)silane FC1=C(C=CC2=C1N(C=N2)COCC[Si](C)(C)C)C2CCOCC2